CN(C=1NC(=NN1)C=1C(=CC(=C(C1)NC(=O)C=1C=NN2C1C=CC(=C2)F)C)F)C N-[5-[5-(Dimethylamino)-4H-1,2,4-triazol-3-yl]-4-fluoro-2-methylphenyl]-6-fluoropyrazolo[1,5-a]pyridine-3-carboxamide